C1(=C(C=CC=C1)C=1SC2=C(N1)NC(=C2)C(=O)O)C 2-(o-tolyl)-4H-pyrrolo[2,3-d]thiazole-5-carboxylic acid